C(#N)C=1C=C2CCCN(C2=CC1)C1=NNC2=NC(=CN=C21)N2CCC(CC2)(C)CNC(OC)=O methyl ((1-(3-(6-cyano-3,4-dihydroquinolin-1(2H)-yl)-1H-pyrazolo[3,4-b]pyrazin-6-yl)-4-methylpiperidin-4-yl)methyl)carbamate